N1=CN=C(C=C1)C1=C(C(=O)O)C=C(C=C1)C(F)(F)F 2-(pyrimidin-4-yl)-5-(trifluoromethyl)benzoic acid